7-((3S,4R)-4-((2,3-dihydrobenzo[b][1,4]dioxin-6-yl)oxy)-3-fluoropiperidin-1-yl)-2,8-dimethyl-4H-pyrimido[1,2-b]pyridazin-4-one O1C2=C(OCC1)C=C(C=C2)O[C@H]2[C@H](CN(CC2)C=2C(=CC=1N(N2)C(C=C(N1)C)=O)C)F